tert-butyl (5-acetamido-6-chloro-[2,4'-bipyridin]-2'-yl)carbamate C(C)(=O)NC=1C=CC(=NC1Cl)C1=CC(=NC=C1)NC(OC(C)(C)C)=O